FC(C1=CC=C(C=C1)[C@@H]1C[C@H](C1)OC=1C=C2C(=CNC2=CC1)NC(=O)C1CC2(COC2)C1)(F)F N-(5-(trans-3-(4-(trifluoromethyl)phenyl)cyclobutoxy)-1H-indol-3-yl)-2-oxaspiro[3.3]heptane-6-carboxamide